C(CCCCC)(=O)OCC\C=C/CC (Z)-3-Hexenyl hexanoate